FC=1C=C(CNC(=O)C2=CC=C(S2)C2=C(C(=NC(=C2C(=O)N)CC(C)C)CCO)C=2OC(=NN2)C)C=CC1F 4-(5-((3,4-difluorobenzyl)carbamoyl)thiophen-2-yl)-6-(2-hydroxyethyl)-2-isobutyl-5-(5-methyl-1,3,4-oxadiazol-2-yl)nicotinamide